ClC12CC(C1)(C2)C(CCC(/C=C/C#N)(C)C)=O (E)-7-(3-chlorobicyclo[1.1.1]pentan-1-yl)-4,4-dimethyl-7-oxohept-2-enenitrile